7-bromo-4-(piperazin-1-yl)quinoline BrC1=CC=C2C(=CC=NC2=C1)N1CCNCC1